N-(2-(4,4-difluorocyclohexyl)-4-(2,5-difluorophenyl)pyridin-3-yl)-3-isopropylisoxazole-5-carboxamide FC1(CCC(CC1)C1=NC=CC(=C1NC(=O)C1=CC(=NO1)C(C)C)C1=C(C=CC(=C1)F)F)F